(E)-5-bromo-3-(1-(3-bromo-4,5-bis(methoxymethoxy)phenyl)ethylidene)indolin-2-one BrC=1C=C2\C(\C(NC2=CC1)=O)=C(\C)/C1=CC(=C(C(=C1)OCOC)OCOC)Br